tert-butyl N-[4-[2-[3-[1-(2,6-dioxo-3-piperidyl)-3-methyl-2-oxo-benzimidazol-5-yl]prop-2-ynoxy]ethoxy]cyclohexyl]carbamate O=C1NC(CCC1N1C(N(C2=C1C=CC(=C2)C#CCOCCOC2CCC(CC2)NC(OC(C)(C)C)=O)C)=O)=O